CN1N=C(C=C1C)CN1CCC(CC1)C=1C(=C2CN(C(C2=CC1F)=O)C1C(NC(CC1)=O)=O)F 3-(5-(1-((1,5-dimethyl-1H-pyrazol-3-yl)methyl)piperidin-4-yl)-4,6-difluoro-1-oxoisoindolin-2-yl)piperidine-2,6-dione